[Al].[Na].[Al] aluminum sodium aluminum